C(C)(C)(C)OC(=O)N1[C@@]([C@H](CC1)[C@@]([C@H](CCC)NC(C)=O)(C)OC)(\C=C/C)C(=O)O (2R)-((1R)-acetamido-(2S)-methoxy-(2S)-methylpentyl)-(5R)-carboxy-(3S)-Z-propenyl-pyrrolidine-1-carboxylic acid tert-butyl ester